ClC=1C=C2C(=NC(=NC2=C(C1C1=CC=CC2=C1N=C(S2)N)F)OC[C@H]2N(CCC2)C)N2CCN(CC(C2)(F)F)C 4-(6-chloro-4-(6,6-difluoro-4-methyl-1,4-diazepan-1-yl)-8-fluoro-2-(((S)-1-methyl-pyrrolidin-2-yl)methoxy)-quinazolin-7-yl)benzo[d]-thiazol-2-amine